O(C1=CC=CC=C1)CCOC(C(=C)C)=O.[Si](C)(C)(C(C)(C)C)OCC=1C=NC2=CC=C(C=C2N1)C(C)=O 1-(3-(((tert-butyldimethylsilyl)oxy)methyl)quinoxalin-6-yl)ethan-1-one Phenoxyethylmethacrylat